C1(=CC=CC=C1)C(C)[C@@H]1CCC12CCC(CC2)C2=CC=NC1=CC=C(C=C21)F |r| (S)-1-Phenylethyl-(±)-7-(6-fluorochinolin-4-yl)spiro[3.5]nonan